(2,6-Dioxopiperidin-3-yl)-5-((6-(4-(8-(piperidin-4-yl)quinoxalin-2-yl)-1H-pyrazol-1-yl)hexyl)amino)isoindoline-1,3-dione O=C1NC(CCC1N1C(C2=CC=C(C=C2C1=O)NCCCCCCN1N=CC(=C1)C1=NC2=C(C=CC=C2N=C1)C1CCNCC1)=O)=O